ClC=1C=C2C=C(NC2=CC1)CNC(N(C)[C@H]1CN(CCC1)C(CS(=O)(=O)CC)=O)=O (R)-3-((5-chloro-1H-indol-2-yl)methyl)-1-(1-(2-(ethylsulfonyl)acetyl)piperidin-3-yl)-1-methylurea